3-(2-amino-[1,2,4]triazolo[1,5-a]pyridin-7-yl)-N-(4-(4-fluorophenyl)-1-fluoro-4-hydroxybut-2-yl)-2-fluoro-6-methylbenzamide NC1=NN2C(C=C(C=C2)C=2C(=C(C(=O)NC(CF)CC(O)C3=CC=C(C=C3)F)C(=CC2)C)F)=N1